5-tert-butyl-1,3-di(1-chloro-1-methylethyl)benzene C(C)(C)(C)C=1C=C(C=C(C1)C(C)(C)Cl)C(C)(Cl)C